CNC1CN(C1)C1=NC=CC=C1 2-(3-(methylamino)azetidin-1-yl)pyridin